1-(3-hydroxy-2-(hydroxymethyl)-2-methylpropyl)-3,7-dimethyl-1H-purine-2,6(3H,7H)-dione OCC(CN1C(N(C=2N=CN(C2C1=O)C)C)=O)(C)CO